2-(1-(3-((4-bromophenyl)sulfonamido)phenyl)-1H-1,2,3-triazol-4-yl)isonicotinic acid BrC1=CC=C(C=C1)S(=O)(=O)NC=1C=C(C=CC1)N1N=NC(=C1)C=1C=C(C(=O)O)C=CN1